O=C1N(C(CCC1N1C(C2=CC=C(C=C2C1)O[C@H]1CN(CCCC1)C(=O)OC(C)(C)C)=O)=O)COCC[Si](C)(C)C Tert-butyl (3R)-3-((2-(2,6-dioxo-1-((2-(trimethylsilyl)ethoxy)methyl)piperidin-3-yl)-1-oxoisoindolin-5-yl)oxy)azepane-1-carboxylate